4-(1-(trityl-1H-pyrazol-4-yl)phenoxy)pyridine C(C1=CC=CC=C1)(C1=CC=CC=C1)(C1=CC=CC=C1)N1N=CC(=C1)C1(OC2=CC=NC=C2)CC=CC=C1